C(C)(=O)OC(COCCCC)C propylene glycol mono-butyl ether mono-acetate